tert-butyl (2-methylpyrimidin-4-yl)glycinate CC1=NC=CC(=N1)NCC(=O)OC(C)(C)C